3-(4-(bromomethyl)phenyl)-1-methylpyridin-2(1H)-one BrCC1=CC=C(C=C1)C=1C(N(C=CC1)C)=O